methyl 7-(1-(adamantan-1-ylmethyl)-5-methyl-1H-pyrazol-4-yl)-4-(6-fluoro-5-((4-methoxybenzyl) amino) pyrazin-2-yl)-3,4-dihydro-2H-pyrido[3,2-b][1,4]oxazine-8-carboxylate C12(CC3CC(CC(C1)C3)C2)CN2N=CC(=C2C)C2=C(C=3OCCN(C3N=C2)C2=NC(=C(N=C2)NCC2=CC=C(C=C2)OC)F)C(=O)OC